6-[8-(1,3-benzothiazol-2-ylcarbamoyl)-3,4-dihydroisoquinolin-2(1H)-yl]-3-[1-(1-phenylethyl)-1H-pyrazol-4-yl]pyridine-2-carboxylic acid S1C(=NC2=C1C=CC=C2)NC(=O)C=2C=CC=C1CCN(CC21)C2=CC=C(C(=N2)C(=O)O)C=2C=NN(C2)C(C)C2=CC=CC=C2